N(=[N+]=[N-])CC1=CC=C(N=N1)N1C[C@@H](CCC1)N(C(OC(C)(C)C)=O)CC1CCC1 tert-butyl (R)-(1-(6-(azidomethyl)pyridazin-3-yl)piperidin-3-yl)(cyclobutylmethyl)carbamate